ClC=1C(=CC(=NC1)F)C1=CCC(CC1)(F)F 5-Chloro-4-(4,4-difluorocyclohexen-1-yl)-2-fluoro-pyridine